3-(4-((1R,5S)-3,8-diazabicyclo[3.2.1]octan-3-yl)-8-fluoro-2-((hexahydro-1H-pyrrolizin-7a-yl)methoxy)pyrido[4,3-d]pyrimidin-7-yl)phenol [C@H]12CN(C[C@H](CC1)N2)C=2C1=C(N=C(N2)OCC23CCCN3CCC2)C(=C(N=C1)C=1C=C(C=CC1)O)F